(E)-3-(4-trifluoromethoxyphenyl)acrylic acid FC(OC1=CC=C(C=C1)/C=C/C(=O)O)(F)F